N-(5-((6-((R)-3-(3,5-difluorophenyl)-isoxazolidine-2-yl)pyrimidine-4-yl)amino)-2-((R)-3-(dimethylamino)pyrrolidine-1-yl)-4-methoxy-phenyl)acrylamide FC=1C=C(C=C(C1)F)[C@@H]1N(OCC1)C1=CC(=NC=N1)NC=1C(=CC(=C(C1)NC(C=C)=O)N1C[C@@H](CC1)N(C)C)OC